BrC1=CC=C(C(=N1)C)NC=1C(=CC=CC1C)N N2-(6-bromo-2-methyl-3-pyridyl)-3-methyl-benzene-1,2-diamine